BrC1=C(N(N=C1)C(C)C)C=1C=C(C=CC1OC)NC(=O)NC1=CC(=C(C=C1)F)Cl 1-[3-(4-Bromo-2-isopropyl-2H-pyrazol-3-yl)-4-methoxy-phenyl]-3-(3-chloro-4-fluoro-phenyl)-urea